1H-benzo[de]isochinolin-1,3(2H)-dion C1(NC(C2=C3C(C=CC=C13)=CC=C2)=O)=O